C1(CCC1)C[C@H](C(=O)N1CC2(CCCC2)[C@](CC1)(O)CN1C(C=C(C(=C1)C(=O)N1CCNCC1)C1=CC=CC=C1)=O)C 1-(((S)-7-((R)-3-Cyclobutyl-2-methylpropanoyl)-10-hydroxy-7-azaspiro[4.5]decan-10-yl)methyl)-4-phenyl-5-(piperazin-1-carbonyl)pyridin-2(1H)-on